(R)-1-(((2S,5S)-5-(4-chlorobenzyl)-4-(1-(pyrimidin-2-yl)piperidin-4-yl)morpholin-2-yl)methyl)pyrrolidin ClC1=CC=C(C[C@H]2CO[C@H](CN2C2CCN(CC2)C2=NC=CC=N2)CN2CCCC2)C=C1